CC(CC)(C1=CC=C(O1)C)C1=CC=C(O1)C 5,5'-(butane-2,2-diyl)bis(2-methylfuran)